(-)-MANDELIC ACID C1=CC=C(C=C1)[C@H](C(=O)O)O